O1C(=NC2=C1C=CC=C2)C2(CCN(CC2)C(=O)N[C@H]2C(CCC[C@@H]2N2CCN(CC2)C(C)C)(F)F)C |r| rac-4-(1,3-benzoxazol-2-yl)-N-{(1R,6S)-2,2-difluoro-6-[4-(propan-2-yl)piperazin-1-yl]cyclohexyl}-4-methylpiperidine-1-carboxamide